bis(4-methoxyphenyl)-iodine bromide COC1=CC=C(C=C1)I(C1=CC=C(C=C1)OC)Br